N-(3-(7-fluoro-5-oxo-1-thioxo-1,2-dihydro-[1,2,4]triazolo[4,3-a]quinazolin-4(5H)-yl)propyl)methanesulfonamide FC=1C=C2C(N(C=3N(C2=CC1)C(NN3)=S)CCCNS(=O)(=O)C)=O